CC1=CC=C(C=C1)C=C METHYLSTYRENE